BrC1=C2C(=NC(=C1Cl)N)CCCO2 8-bromo-7-chloro-3,4-dihydro-2H-pyrano[3,2-b]pyridin-6-amine